N-((3S,4R)-4-((4-bromo-2-(methylcarbamoyl)-6-nitrophenyl)amino)bicyclo[4.1.0]heptan-3-yl)-2-oxo-1,2-dihydroquinoline-4-carboxamide BrC1=CC(=C(C(=C1)[N+](=O)[O-])N[C@H]1[C@H](CC2CC2C1)NC(=O)C1=CC(NC2=CC=CC=C12)=O)C(NC)=O